FC1([C@H]([C@@H]1C(NC=1C(=NC(=CC1)C1=C(C(=NO1)C)NC1=NC(=CN=C1)OC(C)C)C)=O)C(=O)O)F Trans-2,2-difluoro-3-((6-(4-((6-isopropoxypyrazin-2-yl)amino)-3-methylisoxazol-5-yl)-2-methylpyridin-3-yl)carbamoyl)cyclopropane-1-carboxylic acid